Nitropentanimin cobalt [Co].[N+](=O)([O-])C(CCCC)=N